(1S,3S,4R)-3-amino-4-((6-(2,6-dichloro-3,5-dimethoxyphenyl)quinazolin-2-yl)amino)-N,N-dimethylcyclopentane-1-carboxamide N[C@H]1C[C@@H](C[C@H]1NC1=NC2=CC=C(C=C2C=N1)C1=C(C(=CC(=C1Cl)OC)OC)Cl)C(=O)N(C)C